NC1=C(C=C(C(=C1)F)F)N 1,2-diamino-4,5-difluorobenzene